tert-butyl 4-(2-(piperidin-4-yl)ethyl)piperidine-1-carboxylate N1CCC(CC1)CCC1CCN(CC1)C(=O)OC(C)(C)C